BrC1=C(C=CC2=C1C(C(O2)(C2=CC=CC=C2)CN)C)Cl (4-bromo-5-chloro-3-methyl-2-phenyl-2,3-dihydrobenzofuran-2-yl)methanamine